BrC1=C2C=C(N(C2=NC=C1)S(=O)(=O)C1=CC=CC=C1)C=O 4-bromo-1-phenylsulfonyl-7-azaindole-2-carboxaldehyde